(E)-2-(2-ethoxy-5-((4-(2-hydroxyethyl)piperidin-1-yl)sulfonyl)phenyl)-5-methyl-4-oxo-7-propyl-3,4-dihydropyrrolo[2,1-f][1,2,4]triazine-6-carbaldehyde oxime C(C)OC1=C(C=C(C=C1)S(=O)(=O)N1CCC(CC1)CCO)C1=NN2C(C(N1)=O)=C(C(=C2CCC)/C=N/O)C